(3R)-3-[(S)-amino(phenyl)methyl]-3,4-dihydro-1H-pyrido[2,3-b]pyrazin-2-one N[C@H]([C@@H]1C(NC2=C(N1)N=CC=C2)=O)C2=CC=CC=C2